5-[4-[(3S)-1-(3-fluoropropyl)pyrrolidin-3-yl]oxyphenyl]-6-(4-hydroxy-phenyl)-8,9-dihydro-7H-benzo[7]annulene-2-carboxylic acid FCCCN1C[C@H](CC1)OC1=CC=C(C=C1)C1=C(CCCC2=C1C=CC(=C2)C(=O)O)C2=CC=C(C=C2)O